2-(hexane-3-yloxy)imidazo[2,1-f][1,2,4]triazin-4-amine CCC(CCC)OC1=NN2C(C(=N1)N)=NC=C2